CC1(CC2(C1)CN(CC2)C(C=C)=O)OC=2C=1N(C=C(N2)C=2C=NN(C2)C)N=CC1 1-(2-methyl-2-((6-(1-methyl-1H-pyrazol-4-yl)pyrazolo[1,5-a]pyrazin-4-yl)oxy)-6-azaspiro[3.4]octan-6-yl)prop-2-en-1-one